4-[(3S)-4-(2-{7,8-Dimethyl-[1,2,4]triazolo[1,5-a]pyridin-6-yl}-3-(propan-2-yl)-1H-pyrrolo[3,2-b]pyridin-5-yl)-3-methylpiperazin-1-yl]-1λ6-thian-1,1-dion CC1=C(C=2N(C=C1C1=C(C3=NC(=CC=C3N1)N1[C@H](CN(CC1)C1CCS(CC1)(=O)=O)C)C(C)C)N=CN2)C